N-[(R)-[5-chloro-2-(prop-2-en-1-yloxy)-4-(trifluoromethyl)phenyl](piperidin-4-yl)methyl]-2-methylpropane-2-sulfinamide ClC=1C(=CC(=C(C1)[C@H](NS(=O)C(C)(C)C)C1CCNCC1)OCC=C)C(F)(F)F